O=C1N(CCC1)C1=CC=C(C=C1)C=1C=C(C=NC1)C1=C2C(=NC=C1)NC(=C2)C(=O)NCCC2=NC=CN=C2 4-(5-(4-(2-oxopyrrolidin-1-yl)phenyl)pyridin-3-yl)-N-(2-(pyrazin-2-yl)ethyl)-1H-pyrrolo[2,3-b]pyridine-2-carboxamide